BrC1=NNC(=N1)N(C1=CC=CC=C1)CCBr 3-bromo-N-(2-bromoethyl)-N-phenyl-1H-1,2,4-triazol-5-amine